3-(2-Oxo-6-(3-(piperidin-4-yloxy)propyl)benzo[d]oxazol-3(2H)-yl)piperidine-2,6-dione O=C1OC2=C(N1C1C(NC(CC1)=O)=O)C=CC(=C2)CCCOC2CCNCC2